C1OCC12CN(C2)[C@H]2CC[C@H](CC2)NC2=CC=CC1=C2SC(=C1CC(F)(F)F)C#CCNC1=C(C=C(C=C1)S(=O)(=O)C)OC cis-N-(4-(2-oxa-6-azaspiro[3.3]heptan-6-yl)cyclohexyl)-2-(3-((2-methoxy-4-(methylsulfonyl)phenyl)amino)prop-1-yn-1-yl)-3-(2,2,2-trifluoroethyl)benzo[b]thiophen-7-amine